COC1=C(C=CC(=C1)NC(=O)C1(CC1)C1=CC=CC=C1)NC(C1=CC(=CC=C1)Cl)=O N-(2-methoxy-4-(1-phenylcyclopropane-1-carboxamido)phenyl)-3-chlorobenzamide